COC=1C=C2C=CC(=CC2=CC1)N1N=C(C=C1)C=1C=C2CN(C(C2=CC1)=O)C1C(N(C(CC1)=O)CC1=CC=C(C=C1)OC)=O 3-{5-[1-(6-methoxynaphthalen-2-yl)pyrazol-3-yl]-1-oxo-3H-isoindol-2-yl}-1-[(4-methoxyphenyl)methyl]piperidine-2,6-dione